N-(4-(bicyclo[3.2.1]octan-8-ylamino)-3-fluoro-5-methylphenyl)-2-(pyrrolidin-1-yl)-5-(2,2,2-trifluoroethyl)oxazole-4-carboxamide C12CCCC(CC1)C2NC2=C(C=C(C=C2C)NC(=O)C=2N=C(OC2CC(F)(F)F)N2CCCC2)F